benzyl (((7-(((3S,6S,10aS)-5-oxo-3-(6-phenyl-4-azaspiro[2.4]heptane-4-carbonyl)decahydro pyrrolo[1,2-a]azocin-6-yl)carbamoyl) naphthalen-2-yl)methyl)(phenoxy) phosphoryl)-L-alaninate O=C1[C@H](CCCC[C@@H]2N1[C@@H](CC2)C(=O)N2C1(CC1)CC(C2)C2=CC=CC=C2)NC(=O)C2=CC=C1C=CC(=CC1=C2)CP(=O)(OC2=CC=CC=C2)N[C@@H](C)C(=O)OCC2=CC=CC=C2